methyl 4-((4-(2-(2-aminopyridin-3-yl)-5-phenyl-3H-imidazo[4,5-b]pyridin-3-yl)benzyl)amino)cyclohexane-1-carboxylate NC1=NC=CC=C1C1=NC=2C(=NC(=CC2)C2=CC=CC=C2)N1C1=CC=C(CNC2CCC(CC2)C(=O)OC)C=C1